N1(CCNCC1)[C@@H]1CCC=2C=CC(=CC2C1)C1C(NC(CC1)=O)=O 3-((R)-7-(piperazin-1-yl)-5,6,7,8-tetrahydronaphthalen-2-yl)piperidine-2,6-dione